ClC1=NC(=CC=C1NC(CN1C=2N(C(C(=C1CC)N1CCNCC1)=O)N=C(N2)N2CCCC2)=O)C(F)(F)F N-(2-chloro-6-(trifluoromethyl)pyridin-3-yl)-2-(5-ethyl-7-oxo-6-(piperazin-1-yl)-2-(pyrrolidin-1-yl)-[1,2,4]triazolo[1,5-a]pyrimidin-4(7H)-yl)acetamide